4-(1-(2-methylbenzoyl)piperidin-4-yl)butylurea CC1=C(C(=O)N2CCC(CC2)CCCCNC(=O)N)C=CC=C1